(8R,9R,10S)-9-[4-(2-cyclohexylethynyl)phenyl]-10-(hydroxymethyl)-N-(4-methoxyphenyl)-1,6-diazabicyclo[6.2.0]decane-6-carboxamide C1(CCCCC1)C#CC1=CC=C(C=C1)[C@@H]1[C@@H]2CN(CCCCN2[C@@H]1CO)C(=O)NC1=CC=C(C=C1)OC